(R)-(1-(6-((2-amino-2-oxo-1-phenylethyl)thio)-3,5-dicyano-4-ethylpyridin-2-yl)piperidin-4-yl)carbamic acid tert-butyl ester C(C)(C)(C)OC(NC1CCN(CC1)C1=NC(=C(C(=C1C#N)CC)C#N)S[C@@H](C(=O)N)C1=CC=CC=C1)=O